COC(=O)C1=CC=C2C(=N1)C1(C(N2)=O)CCC(CC1)O (1r,4r)-4-hydroxy-2'-oxo-1',2'-dihydrospiro[cyclohexane-1,3'-pyrrolo[3,2-b]pyridine]-5'-carboxylic acid methyl ester